FC1=C2[C@H](CCOC2=CC=C1)NC(=O)C1=CC2=C(N=C(S2)N2CCNCC2)C=C1 (S)-N-(5-fluorochroman-4-yl)-2-(piperazin-1-yl)benzo[d]thiazole-6-carboxamide